undecyl nonyl-sulfonate C(CCCCCCCC)S(=O)(=O)OCCCCCCCCCCC